nickel(2+) 2,2'-bipyridine dibromide [Br-].[Br-].N1=C(C=CC=C1)C1=NC=CC=C1.[Ni+2]